COC1=CC=C(C=C1)C(C(=C)C1=CC=C(C=C1)OC)=O 1,2-bis(4-methoxyphenyl)prop-2-en-1-one